N-(6-amino-5-methyl-3-pyridyl)-2-[(2S,5R)-5-methyl-2-(3-pyridyl)-1-piperidyl]-2-oxo-acetamide NC1=C(C=C(C=N1)NC(C(=O)N1[C@@H](CC[C@H](C1)C)C=1C=NC=CC1)=O)C